7-ethylquinoline-8-amine C(C)C1=CC=C2C=CC=NC2=C1N